CO[Si](CCCCCCCCCC[Si](OC)(OC)OC)(OC)OC 1,10-bis(trimethoxysilyl)decane